N[C@@H](CC(=O)OC(C)(C)C)C=1C=NC=C(C1)OCCO[Si](C)(C)C(C)(C)C tert-butyl (S)-3-amino-3-(5-(2-((tertbutyldimethylsilyl)oxy)ethoxy)pyridin-3-yl)propanoate